O(C#N)C1=CC(=C(C=C1)C)C 1-cyanato-3,4-dimethylbenzene